C(C1=CC=CC=C1)(C1=CC=CC=C1)[C@@H]1C(CN(CC1)CC=1C=C2CN(C(C2=CC1)=O)C1C(NC(CC1)=O)=O)(F)F 3-(5-(((R)-4-benzhydryl-3,3-difluoropiperidin-1-yl)methyl)-1-oxoisoindolin-2-yl)piperidine-2,6-dione